6-isopropyl-9-(1-isopropyl-1H-pyrazol-4-yl)-10-methoxy-2-oxo-6,7-dihydro-2H-pyrido[2,1-a]phthalazine-3-carboxylic acid C(C)(C)N1N2C(C3=CC(=C(C=C3C1)C=1C=NN(C1)C(C)C)OC)=CC(C(=C2)C(=O)O)=O